sodium (((((1,3-dihydroxy-2-(hydroxymethyl)propan-2-yl)azanediyl)bis(methylene))bis(pyridine-6,3-diyl))bis(methylene))bis(phosphonate) OCC(CO)(CO)N(CC1=CC=C(C=N1)CP([O-])([O-])=O)CC1=CC=C(C=N1)CP([O-])([O-])=O.[Na+].[Na+].[Na+].[Na+]